ClC1=CC=C(C(=O)N(C=2C=CC=3N(C2)C=CN3)C)C=C1 6-[(4-chlorobenzoyl)-methyl-amino]imidazo[1,2-a]pyridin